C(C)C1(C(NC(CC1)=O)=O)C1=CC=C(C=C1)NC1=NC=CC2=CC=CC=C12 3-ethyl-3-(4-(isoquinolin-1-ylamino)phenyl)piperidine-2,6-dione